C(C)(CC)N(C1=CC=C(C=C1)N)C(C)CC N,N-di-sec-butyl-p-phenylenediamine